COC=1N=C2C(=CC=NC2=CC1OC)OC1=C(C=C(C=C1)NC(=O)C=1C(N(C(=CC1)C)C1=C(C=NC=C1)F)=O)F N-[4-[(6,7-dimethoxy-1,5-naphthyridin-4-yl)oxy]-3-fluorophenyl]-1-(3-fluoropyridin-4-yl)-6-methyl-2-oxopyridine-3-carboxamide